BrC=1C2=C(N=CN1)N(C=C2F)CC2=CC=C(C=C2)P(O)(O)=O 4-((4-bromo-5-fluoropyrrolo[2,3-d]pyrimidin-7-yl)methyl)phenylphosphonic acid